8-cyclopentyl-2-((1-((2-methoxyethyl)sulfonyl)piperidin-4-yl)amino)-7-oxo-7,8-dihydropyrido[2,3-d]pyrimidine-6-carbonitrile C1(CCCC1)N1C(C(=CC2=C1N=C(N=C2)NC2CCN(CC2)S(=O)(=O)CCOC)C#N)=O